N1C(CN=CC2=C1C=CC=C2)=S 1,3-dihydro-1,4-benzodiazepine-2-thione